FC=1C=C(C=C2C(=CC(=NC12)C)C(C)(C)O)C1=NC(=NC=C1F)NC1CCN(CC1)S(=O)(=O)C 2-(8-Fluoro-6-(5-fluoro-2-((1-(methylsulfonyl)piperidin-4-yl)amino)pyrimidin-4-yl)-2-methylquinolin-4-yl)propan-2-ol